3,3-dimethylcyclobutane-1-carboxylate CC1(CC(C1)C(=O)[O-])C